FC(OC1=CC=C(C=C1)NC(=O)N1CCCCC1)(F)F N-[4-(trifluoromethoxy)phenyl]piperidin-1-carboxamide